((1-ethyl-7-methoxy-1H-indazol-6-yl)amino)-N-(methyl-d3)-6-propanamidonicotinamide C(C)N1N=CC2=CC=C(C(=C12)OC)NC1=C(C(=O)NC([2H])([2H])[2H])C=CC(=N1)NC(CC)=O